tert-butyl (1-(6-chloro-5-cyano-4-ethyl-3-methylpyridin-2-yl)piperidin-4-yl)carbamate ClC1=C(C(=C(C(=N1)N1CCC(CC1)NC(OC(C)(C)C)=O)C)CC)C#N